2-[2-[2-[4-[(9S)-9-[2-(ethylamino)-2-oxo-ethyl]-4,5,13-trimethyl-3-thia-1,8,11,12-tetrazatricyclo[8.3.0.02,6]trideca-2(6),4,7,10,12-pentaen-7-yl]phenoxy]ethoxy]ethoxy]acetic acid C(C)NC(C[C@@H]1N=C(C=2C(=C(SC2N2C(=NN=C12)C)C)C)C1=CC=C(OCCOCCOCC(=O)O)C=C1)=O